methyl (2S)-2-amino-2-phenylacetate hydrochloride Cl.N[C@H](C(=O)OC)C1=CC=CC=C1